C(C)(C)C1=C(C=C(C=C1)CN=C=O)CN=C=O 4-isopropyl-1,3-xylylene diisocyanate